N1=CN=C2NC=NC2=C1C=1C(=NC=CC1)NC=1C=C(C=CC1C)NC(C1=CC(=C(C=C1)Cl)C(C)(C)C#N)=O N-(3-((3-(9H-purin-6-yl)pyridin-2-yl)amino)-4-methylphenyl)-4-chloro-3-(2-cyanopropan-2-yl)benzamide